(2S,3R,4S,5S)-4-[[3-[4-methoxy-6-(trifluoromethyl)-3-pyridinyl]-4,5-dimethyl-5-(trifluoromethyl)tetrahydrofuran-2-carbonyl]amino]pyridine-2-carboxamide COC1=C(C=NC(=C1)C(F)(F)F)[C@@H]1[C@H](O[C@@]([C@H]1C)(C(F)(F)F)C)C(=O)NC1=CC(=NC=C1)C(=O)N